C(C1=CC=CC=C1)OC1=CC=C(OCCOCCNC=2NC=CC2)C=C1 N-(2-(2-(4-(benzyloxy)phenoxy)ethoxy)ethyl)-1H-pyrrol-2-amine